Cl.Cl.NC(C)C1CCC(CC1)C(=O)NC1=CC=NC=C1 (+)-4-(1-aminoethyl)-N-(4-pyridyl)cyclohexanamide dihydrochloride